C(C1=CC=CC=C1)N(C)CCO 2-(N-benzyl-N-methylamino)ethanol